C1N(CC2=CC=CC=C12)CC=1C=CC(=C(C#N)C1)OCC1=CC=C(C=C1)S(=O)(=O)C 5-(isoindolin-2-ylmethyl)-2-((4-(methylsulfonyl)benzyl)oxy)-benzonitrile